Tetrahydrogeranial CC(C)CCCC(C)CC=O